(2R,4R)-4-({[(5S)-3-(3,5-difluorophenyl)-5-vinyl-4,5-dihydroisoxazole-5-yl]carbonyl}amino)tetrahydrofuran FC=1C=C(C=C(C1)F)C1=NO[C@@](C1)(C=C)C(=O)N[C@@H]1CCOC1